NC1CCN(CC1)C=1C=CC=2N(CC=C(N2)C2=CC3=C(N=C(S3)C)C=C2)C1 7-(4-aminopiperidin-1-yl)-2-(2-methyl-1,3-benzothiazol-6-yl)-4H-pyrido[1,2-a]pyrimidin